6-chloro-7-((1R,3R,5R)-3-(((3-chloro-4-methoxy-pyridin-2-yl)oxy)methyl)-2-azabicyclo[3.1.0]hexan-2-yl)-1-(6-(dimethyl-amino)pyridin-3-yl)-4-oxo-1,4-dihydro-quinoline-3-carboxylic acid ClC=1C=C2C(C(=CN(C2=CC1N1[C@@H]2C[C@@H]2C[C@@H]1COC1=NC=CC(=C1Cl)OC)C=1C=NC(=CC1)N(C)C)C(=O)O)=O